3-Chloro-N-(5-hydroxy-3,4,6-trimethylpyridin-2-yl)-6-methoxybenzo[b]thiophen-2-carboxamid ClC=1C2=C(SC1C(=O)NC1=NC(=C(C(=C1C)C)O)C)C=C(C=C2)OC